FC1=C(C(=CC=C1N1CCCC1)F)[C-]1C=CC=C1.[CH-]1C=CC=C1.[Ti+2] 2,6-difluoro-3-pyrrolidinophenyltitanocene